CN1N=CC(=C1)NC1=NC=CC(=N1)C1=CC=C2C(CCOC2=C1)NC(OC(C)(C)C)=O tert-butyl (7-(2-((1-methyl-1H-pyrazol-4-yl)amino)pyrimidin-4-yl)chroman-4-yl)carbamate